[N+](=O)([O-])C1=C(C=CC=C1)[C@H]1[C@@H](C12C(C1=CC=CC=C1C2=O)=O)C(=O)OCC ethyl (2S,3R)-3-(2-nitrophenyl)-1',3'-dioxo-1',3'-dihydrospiro[cyclopropane-1,2'-indene]-2-carboxylate